OCC1=CC(=C2N=C(C(NC2=C1)=O)C)OC1=CC=C(C#N)C=C1 4-((7-(hydroxymethyl)-3-methyl-2-oxo-1,2-dihydroquinoxalin-5-yl)oxy)benzonitrile